C(C1=CC=CC=C1)OC(=O)NCCC[N+](C)(CC(NCCNC(=O)OC(C)(C)C)=O)CC(=O)NCCNC(=O)OC(C)(C)C 3-(((benzyloxy)carbonyl)amino)-N,N-bis(2-((2-((tert-butoxycarbonyl)amino)ethyl)amino)-2-oxoethyl)-N-methylpropan-1-aminium